C1=CC=C(C=2OC3=C(C21)C=CC=C3)N(C3=CC=C2C=CC=1C(=CC=C4C=CC3=C2C14)N(C=1C=C(C=CC1)C)C1=CC=CC4=C1OC1=C4C=CC=C1)C=1C=C(C=CC1)C N1,N6-bis(dibenzo[b,d]furan-4-yl)-N1,N6-di-m-tolylpyrene-1,6-diamine